COC1=CC=C(CNC(/C=C/C(=O)N[C@@H](CC2=CC=CC=C2)OB(O)O)=O)C=C1 (R,E)-(1-(4-((4-methoxybenzyl)amino)-4-oxobut-2-enamido)-2-phenylethyl)boric acid